FC(C=1C=C(OCC(=O)O)C=CC1)(F)F 2-(3-(trifluoromethyl)phenoxy)acetic acid